3-(3-(6-Aminopyrazin-2-yl)phenyl)-2,2-dimethylpropionic acid tert-butyl ester C(C)(C)(C)OC(C(CC1=CC(=CC=C1)C1=NC(=CN=C1)N)(C)C)=O